4-methoxy-2-butenoate COCC=CC(=O)[O-]